{1-[1-(1-benzothien-3-ylcarbonyl)piperidin-4-yl]-3-[4-(7H-pyrrolo[2,3-d]pyrimidin-4-yl)-1H-pyrazol-1-yl]azetidin-3-yl}acetonitrile S1C=C(C2=C1C=CC=C2)C(=O)N2CCC(CC2)N2CC(C2)(N2N=CC(=C2)C=2C1=C(N=CN2)NC=C1)CC#N